2-[4-[(E)-3-(4-Butoxy-3-methoxyphenyl)prop-2-enoyl]phenoxy]propanoic acid C(CCC)OC1=C(C=C(C=C1)/C=C/C(=O)C1=CC=C(OC(C(=O)O)C)C=C1)OC